C(C)(C)[S@@](=O)(=N)C1=CC=C(NC=2C(=NC(=C(N2)NC)C=2C3=C(C=NC2)N(C=N3)C)C(=O)N)C=C1 |o1:3| rel-(S)-3-[4-(isopropylsulfonimidoyl)anilino]-5-(methylamino)-6-(3-methylimidazo[4,5-c]pyridin-7-yl)pyrazine-2-carboxamide